1,4-dioxino[2,3-c]pyrrole-5,7-dicarboxylic acid O1C=COC=2C1=C(NC2C(=O)O)C(=O)O